O[C@@H](CC(=O)O)C (3R)-3-hydroxybutyric acid